Cl.NCCOCCNC(C1=C(C=C(C=C1)NC=1C=2N(C=CN1)C(=CN2)C2=C(C(=C(C=C2)OC)F)F)C)=O N-(2-(2-aminoethoxy)ethyl)-4-((3-(2,3-difluoro-4-methoxyphenyl)imidazo[1,2-a]pyrazin-8-yl)amino)-2-methylbenzamide hydrochloride